1-Iodo-2-methylpropane ICC(C)C